pentenyl-octadecyl-phosphinic acid C(=CCCC)P(O)(=O)CCCCCCCCCCCCCCCCCC